O[C@H]1[C@H](O[C@@]2(CCCO2)[C@@H]([C@H]1N1N=NC(=C1)C1=CC(=C(C(=C1)F)F)F)OC(C1=NC=CC=C1)=O)CO (5s,7r,8r,9s,10r)-8-hydroxy-7-(hydroxymethyl)-9-(4-(3,4,5-trifluorophenyl)-1H-1,2,3-triazol-1-yl)-1,6-dioxaspiro[4.5]dec-10-ylpicolinate